(S)-N-(3-chloro-4-fluorophenyl)-7-fluoro-1-(methylsulfonamido)-2,3-dihydro-1H-indene-4-carboxamide ClC=1C=C(C=CC1F)NC(=O)C=1C=2CC[C@@H](C2C(=CC1)F)NS(=O)(=O)C